Ethyl (R)-3-amino-2-(((benzyloxy)carbonyl)amino)propanoate NC[C@H](C(=O)OCC)NC(=O)OCC1=CC=CC=C1